4-carboxyl-methoxybenzene C(=O)(O)C1=CC=C(C=C1)OC